(1R,5R)-6-benzyl-3,6-diazabicyclo[3.2.2]nonane-3-carboxylic acid tert-butyl ester C(C)(C)(C)OC(=O)N1C[C@H]2CN([C@@H](C1)CC2)CC2=CC=CC=C2